The molecule is a 19-membered cyclodepsipeptide that is a hexadepsipeptide isolated from the fermentation broth of Streptomyces griseoaurantiacus MK393-AF2 and exhibits potent inhibitory activity against various Gram-positive bacteria including Enterococcus seriolicida and methicillin-resistant Staphylococcus aureus. It has a role as a metabolite, an antimicrobial agent and an antibacterial agent. CCCCCCC1CCC(OC1C)(C(C)(C(=O)NC2C(OC(=O)C(N(C(=O)C3CCCNN3C(=O)CNC(=O)C(N(C(=O)C4CCCNN4C2=O)O)COC)O)C)C)O)O